2-Amino-1-(3-methoxy-2,6-dimethylphenyl)-5,6-dimethyl-1H-pyrrolo[2,3-b]pyridine-3-carbonitrile NC1=C(C=2C(=NC(=C(C2)C)C)N1C1=C(C(=CC=C1C)OC)C)C#N